ClC1=C(C=CC=C1)N1C(N=C(C2=CC(=C(C=C12)C(C)(F)F)C#N)NCC1CC1)=O 1-(2-Chlorophenyl)-4-((cyclopropylmethyl)amino)-7-(1,1-difluoroethyl)-2-oxo-1,2-dihydroquinazoline-6-carbonitrile